C1(=CC(=CC=C1)C1=NC(=NC(=N1)C1=CC=CC=C1)C=1C=NC=CC1C1=CC=2C3(C4=CC(=CC=C4C2C=C1)C#N)CCCCC3)C3=CC=CC=C3 2'-(3-(4-([1,1'-biphenyl]-3-yl)-6-phenyl-1,3,5-triazin-2-yl)pyridin-4-yl)spiro[cyclohexane-1,9'-fluorene]-7'-carbonitrile